C(#N)C1=C(C=C(C=C1)NC([C@@](CN1CCN(CC1)CC1CCN(CC1)C=1C=C2C(N(C(C2=CC1)=O)C1C(NC(CC1)=O)=O)=O)(C)O)=O)C(F)(F)F (2S)-N-(4-cyano-3-(trifluoromethyl)phenyl)-3-(4-((1-(2-(2,6-dioxopiperidin-3-yl)-1,3-dioxoisoindolin-5-yl)piperidin-4-yl)methyl)piperazin-1-yl)-2-hydroxy-2-methylpropanamide